(((1-hydroxy-2-oxopiperidin-3-yl)((pyridin-2-ylmethyl)amino)phosphoryl)oxy)methyl pivalate C(C(C)(C)C)(=O)OCOP(=O)(NCC1=NC=CC=C1)C1C(N(CCC1)O)=O